ClC1=CC=C(C=C1)[C@@]1(N(C(C2=CC(=CC=C12)C(C)(C)O)=O)CC1=NC=C(C=C1)Cl)OC1CS(CC1)(=O)=O 3-{[(1R)-1-(4-Chlorophenyl)-2-[(5-chloropyridin-2-yl)methyl]-5-(2-hydroxypropan-2-yl)-3-oxo-2,3-dihydro-1H-isoindol-1-yl]oxy}-1λ6-thiolan-1,1-dion